C(C)(C)N=C=NC(C)C Diisopropylcarbodiimid